C(C)(C)N1CCC(CC1)COC1=CC=C(C=N1)CN (6-((1-isopropylpiperidin-4-yl)methoxy)pyridin-3-yl)methylamine